2-fluoro-3-(4-methylpyridin-2-yl)prop-2-en-1-one FC(C=O)=CC1=NC=CC(=C1)C